C(C)(C)(C)OC(=O)N1C(=CC=C1)C=1C=C(C(N(N1)CC1=CC=C(C=C1)OC)=O)C(=O)OC methyl 6-(1-(tert-butoxycarbonyl)-1H-pyrrol-2-yl)-2-(4-methoxybenzyl)-3-oxo-2,3-dihydropyridazine-4-carboxylate